(7S)-2-(4-phenoxyphenyl)-7-[4-(prop-2-enoyl)-4,7-diazaspiro[2.5]octan-7-yl]-4,5,6,7-tetrahydro-2H-pyrazolo[4,3-b]pyridine-3-carboxamide O(C1=CC=CC=C1)C1=CC=C(C=C1)N1N=C2C(NCC[C@@H]2N2CCN(C3(CC3)C2)C(C=C)=O)=C1C(=O)N